N-[(1S)-2,3-dihydro-1H-inden-1-yl]-7-fluoro-4,8-di(morpholin-4-yl)quinoline-3-carboxamide [C@@H]1(CCC2=CC=CC=C12)NC(=O)C=1C=NC2=C(C(=CC=C2C1N1CCOCC1)F)N1CCOCC1